ClC=1C=C(C#N)C=C(C1)[C@H](CN1[C@@H](C[C@@H](C1)COC1=CC=C(C=C1)S(=O)(=O)C)C)C 3-chloro-5-[(2R)-1-[(2R,4S)-4-[(4-methanesulfonylphenoxy)methyl]-2-methylpyrrolidin-1-yl]propan-2-yl]benzonitrile